C1=CC=2C=3C4=C1C=CC1=CC=CC(C3C=CC2)=C14 benzo(ghi)fluoranthene